C(C)(C)C1=C(N)C(=CC(=C1)OC)C(C)C 2,6-diisopropyl-4-methoxyaniline